C1(CCCCC1)CNC1CCC(CC1)N N-(cyclohexylmethyl)cyclohexane-1,4-diamine